4-(2-aminobenzenesulfonyl)-N-(piperidin-3-yl)-5-(trifluoromethyl)pyrimidin-2-amine NC1=C(C=CC=C1)S(=O)(=O)C1=NC(=NC=C1C(F)(F)F)NC1CNCCC1